1-(9Z-octadecenoyl)-2-hexadecanoyl-glycero-3-phosphoserine CCCCCCCCCCCCCCCC(=O)O[C@H](COC(=O)CCCCCCC/C=C\CCCCCCCC)COP(=O)(O)OC[C@@H](C(=O)O)N